rac-(4aR,8aS)-6-(4-((4-Fluorophenyl)sulfonyl)-1-oxa-4,9-diazaspiro[5.5]undecane-9-carbonyl)hexahydro-2H-pyrido[4,3-b][1,4]oxazin-3(4H)-one FC1=CC=C(C=C1)S(=O)(=O)N1CCOC2(C1)CCN(CC2)C(=O)N2C[C@@H]1[C@@H](OCC(N1)=O)CC2 |r|